FC1=CC=C(C=C1)/C=C/C(=O)C1=C(C=C(C=C1)C)O (e)-3-(4-Fluorophenyl)-1-(2-hydroxy-4-methylphenyl)prop-2-en-1-one